adamantane-1-hydrazide C12(CC3CC(CC(C1)C3)C2)C(=O)NN